BrC=1C=CC=C2C(=CC(OC12)C)C(=O)O 8-bromo-2-methyl-2H-chromene-4-carboxylic acid